1,1'-(propane-1,3-diyl)bis(3-(3-hydroxypropyl)-1H-benzo[d]imidazol-3-ium) chloride [Cl-].C(CCN1C=[N+](C2=C1C=CC=C2)CCCO)N2C=[N+](C1=C2C=CC=C1)CCCO.[Cl-]